C(CCCCCCCCC)(=O)OCC(OC(CCCCCCCCC)=O)COP(=O)(O)OCC[N+](C)(C)C 1,2-didecanoyl-glycero-3-phosphorylcholine